methyl 3-((5-(4-((tert-butoxycarbonyl) amino)-4-methylpiperidin-1-yl) pyrazin-2-yl) thio)-2-chlorobenzoate C(C)(C)(C)OC(=O)NC1(CCN(CC1)C=1N=CC(=NC1)SC=1C(=C(C(=O)OC)C=CC1)Cl)C